(S)-((S)-1-(4-(3-chloro-4-methoxybenzylamino)-5-(pyrimidin-2-ylmethyl carbamoyl)pyrimidin-2-yl)pyrrolidin-2-yl)methyl (5S)-5,6-bis(nitrooxy)hexanoate [N+](=O)([O-])O[C@@H](CCCC(=O)OC[C@H]1N(CCC1)C1=NC=C(C(=N1)NCC1=CC(=C(C=C1)OC)Cl)C(NCC1=NC=CC=N1)=O)CO[N+](=O)[O-]